methyl 2-(3-methylindol-1-yl)butanoate CC1=CN(C2=CC=CC=C12)C(C(=O)OC)CC